N[C@H](C=1N=C2N(N=C(C=C2)CC2C(NCC(C2)C(F)(F)F)=O)C1)[C@H]1CC(CCC1)(F)F 3-((2-((S)-amino((R)-3,3-difluorocyclohexyl)methyl)imidazo[1,2-b]pyridazin-6-yl)methyl)-5-(trifluoromethyl)piperidin-2-one